(2R,3S,5R)-5-(6-amino-2-fluoro-9H-purin-9-yl)-2-ethynyl-2-(((((5-methyl-2-oxo-1,3-dioxol-4-yl)methoxy)carbonyl)oxy) methyl)tetrahydrofuran-3-yl spiro[3.5]nonane-2-carboxylate C1C(CC12CCCCC2)C(=O)O[C@@H]2[C@](O[C@H](C2)N2C1=NC(=NC(=C1N=C2)N)F)(COC(=O)OCC=2OC(OC2C)=O)C#C